3-({4-[4-(3-aminopropanamido)-1-methylimidazole-2-amido]-1-methylpyrrol-2-yl}formamido)propanamidol NCCC(=O)NC=1N=C(N(C1)C)C(=O)NC=1C=C(N(C1)C)C(=O)NCCCN